3-bromo-5-chloro-4-(cyanomethyl)benzonitrile BrC=1C=C(C#N)C=C(C1CC#N)Cl